(2,6-dihydroxy-5'-methyl-4-pentyl-2'-(prop-1-en-2-yl)-[1,1'-biphenyl]-3-yl)((S)-2-methylaziridin-1-yl)methanone OC1=C(C(=CC(=C1C(=O)[N@@]1C(C1)C)CCCCC)O)C1=C(C=CC(=C1)C)C(=C)C